1-(4-((4-(4-(2-amino-4-(difluoromethyl)pyrimidin-5-yl)-6-morpholino-1,3,5-triazin-2-yl)piperazin-1-yl)methyl)piperidin-1-yl)-7-methyloct-6-ene-1,5-dione NC1=NC=C(C(=N1)C(F)F)C1=NC(=NC(=N1)N1CCOCC1)N1CCN(CC1)CC1CCN(CC1)C(CCCC(C=C(C)C)=O)=O